FC=1C=C(C=CC1C)S(=O)(=O)N1CC(OCC1)C=1SC2=C(C1)C=CC=C2 [4-(3-fluoro-4-methyl-phenyl)sulfonylmorpholin-2-yl]benzothiophene